FC1(C(C1)S(=O)(=O)C=1N=C2N(N1)[C@@H](C[C@@H]2F)C2=C(C=CC=C2)F)F (5s,7s)-2-(2,2-difluorocyclopropyl)sulfonyl-7-fluoro-5-(2-fluorophenyl)-6,7-dihydro-5H-pyrrolo[1,2-b][1,2,4]triazole